CC=1N=NN=NC1.[S] sulfur methyl-tetrazine